bis(3-amino-4-hydroxyphenyl)(phenyl)phosphine oxide NC=1C=C(C=CC1O)P(C1=CC=CC=C1)(C1=CC(=C(C=C1)O)N)=O